FC1=CC(=C(C(=O)OC)C=C1F)NC(=O)N Methyl 4,5-difluoro-2-ureido-benzoate